6-(4-(([1,1'-Biphenyl]-4-ylmethyl)carbamoyl)-1H-pyrazol-1-yl)nicotinic acid C1(=CC=C(C=C1)CNC(=O)C=1C=NN(C1)C1=NC=C(C(=O)O)C=C1)C1=CC=CC=C1